ClC1=CC(=C(C(=O)N([C@@H](C(C)C)CN2CCCCC2)C)C=C1)F 4-Chloro-2-fluoro-N-methyl-N-[(1S)-2-methyl-1-(piperidin-1-ylmethyl)propyl]-benzamide